rac-N,N-dibenzyl-1-(7-methyl-8-methylene-1,4-dioxaspiro[4.5]decan-7-yl)methylamine C(C1=CC=CC=C1)N(CC1=CC=CC=C1)C[C@@]1(CC2(OCCO2)CCC1=C)C |r|